mercaptopropyl-phenyl-dimethoxysilane SCCC[Si](OC)(OC)C1=CC=CC=C1